(2R,3R)-2,3-Difluoro-N-(4-((4-hydroxybenzyl)amino)phenyl)octanamid F[C@H](C(=O)NC1=CC=C(C=C1)NCC1=CC=C(C=C1)O)[C@@H](CCCCC)F